C(C)(C)(C)OC(=O)NC1=NN2C(N=CC=C2)=C1 2-((tert-butoxycarbonyl)amino)pyrazolo[1,5-a]pyrimidine